4-((1-hydroxy-propan-2-yl)amino)-1-methyl-6-nitroquinolin-2(1H)-one OCC(C)NC1=CC(N(C2=CC=C(C=C12)[N+](=O)[O-])C)=O